O1C(CCCC1)OCC1=C(C=CC=C1COC1OCCCC1)C1(CCOCC1)O 4-(2,3-bis(((tetrahydro-2H-pyran-2-yl)oxy)methyl)phenyl)tetrahydro-2H-pyran-4-ol